(2S,2'S)-2,2'-((((((2,2'-dimethyl-[1,1'-biphenyl]-3,3'-diyl)bis(azanediyl))bis(carbonyl))bis(4-cyclopropylpyridine-6,3-diyl))bis(methylene))bis(azanediyl))bis(3-hydroxypropanoic acid) CC1=C(C=CC=C1NC(=O)C1=CC(=C(C=N1)CN[C@H](C(=O)O)CO)C1CC1)C1=C(C(=CC=C1)NC(=O)C1=CC(=C(C=N1)CN[C@H](C(=O)O)CO)C1CC1)C